[4-(4-methylbenzene-1-sulfinyl)phenyl](phenyl)methanone CC1=CC=C(C=C1)S(=O)C1=CC=C(C=C1)C(=O)C1=CC=CC=C1